((((2-(trimethylsilyl) ethoxy) carbonyl)-amino) butyl)-4,7,12,15-tetraazaoctadecane-1,18-dioate C[Si](CCOC(=O)NCCCCOC(CCNCCNCCCCNCCNCCC(=O)[O-])=O)(C)C